[Sn].[Ca].[Pb].C1(CCCC1)N1CCC(CC1)OC1=CC=C(C=C1)N 1-cyclopentyl-4-(4-aminophenoxy)piperidine lead-calcium-tin